CN(CC=1SC=CC1)C N,N-dimethyl-thiophene-2-methylamine